N-ethynyl-N,4-dimethylbenzenesulfonyl-formamide C(#C)N(C(=O)S(=O)(=O)C1=CC=C(C=C1)C)C